OC1(CNC1)C 3-hydroxy-3-methylazetidin